6-chloro-3-phenyl-dibenzofuran ClC1=CC=CC=2C3=C(OC21)C=C(C=C3)C3=CC=CC=C3